4-[3-fluoro-5-methoxy-4-(piperazin-1-ylmethyl)phenyl]-6-methyl-1H-pyrazolo[3,4-c]pyridin-7-one FC=1C=C(C=C(C1CN1CCNCC1)OC)C=1C2=C(C(N(C1)C)=O)NN=C2